1-(4-Bromo-2-(1-methyl-1H-tetrazol-5-yl)phenyl)hexan-1-ol BrC1=CC(=C(C=C1)C(CCCCC)O)C1=NN=NN1C